6-Hydroxy-heptanoic acid OC(CCCCC(=O)O)C